2-Butoxyethanol C(CCC)OCCO